CSC1=NC(=NC=2C=NNC(C21)=O)C2=CC=CC=C2 4-(methylthio)-2-phenylpyrimidino[4,5-d]pyridazin-5(6H)-one